tert-butyl (2S,6R)-4-(6-(8-fluoro-2-methylimidazo[1,2-a]pyridine-6-carboximidamido)pyridin-3-yl)-2,6-dimethylpiperazine-1-carboxylate FC=1C=2N(C=C(C1)C(NC1=CC=C(C=N1)N1C[C@@H](N([C@@H](C1)C)C(=O)OC(C)(C)C)C)=N)C=C(N2)C